3-(7-bromo-2-chloro-8-fluoro-quinazolin-4-yl)-3,8-diazabicyclo[3.2.1]octane-8-carboxylic acid BrC1=CC=C2C(=NC(=NC2=C1F)Cl)N1CC2CCC(C1)N2C(=O)O